Pentadecamethylheptasiloxanylstyrene C[Si](O[Si](O[Si](O[Si](O[Si](O[Si](C)(C)C=CC1=CC=CC=C1)(C)C)(C)C)(C)C)(C)C)(O[Si](C)(C)C)C